(R)-ethyl 5-amino-2-chloro-4-((6-chloro-1-(dimethoxymethyl)-1,2,3,4-tetrahydronaphthalen-1-yl)methoxy)benzoate NC=1C(=CC(=C(C(=O)OCC)C1)Cl)OC[C@]1(CCCC2=CC(=CC=C12)Cl)C(OC)OC